(1R,2S)-5'-methoxy-2-{3-[(4-methoxy-1-methyl-1H-pyrazol-3-yl)amino]-1H-indazol-6-yl}spiro[cyclopropane-1,3'-indol] COC=1C=C2[C@]3(C=NC2=CC1)[C@@H](C3)C3=CC=C1C(=NNC1=C3)NC3=NN(C=C3OC)C